OC(C)(C)C=1N(C=CN1)CC1=CC=C(C=C1)C1=C(SC(=C1C)CC(C)C)S(=O)(=O)N 3-(4-((2-(2-Hydroxypropan-2-yl)-1H-imidazol-1-yl)methyl)phenyl)-5-isobutyl-4-methylthiophene-2-sulfonamide